ClC1=C(C=C2C=C(N=CC2=C1)NC(=O)[C@H]1[C@@H](CC1)C1=NC=CC=C1)C1CCN(CC1)[C@]1(COC[C@H]1O)C (1R,2R)-N-(7-chloro-6-(1-((3S,4S)-4-hydroxy-3-methyltetrahydrofuran-3-yl)piperidin-4-yl)isoquinolin-3-yl)-2-(pyridin-2-yl)cyclobutane-1-carboxamide